C(=O)(O)C1CC2=CC(=CC=C2CC1)OC1=CC=CC2=CC=CC(=C12)F 2-carboxy-7-((8-fluoronaphthalen-1-yl)oxy)-1,2,3,4-tetrahydronaphthalen